NC1=NC=CC(=C1)C1=CC=C2C(N(C=NC2=C1)CC=1C=C(C(=O)NC)C=CC1)=O 3-((7-(2-Aminopyridin-4-yl)-4-oxoquinazolin-3(4H)-yl)methyl)-N-methylbenzamide